5-(2-(Cyclopropylamino)pyridin-4-yl)-7-(3,3-dimethylbut-1-yn-1-yl)-1H-indazol-3-amine C1(CC1)NC1=NC=CC(=C1)C=1C=C2C(=NNC2=C(C1)C#CC(C)(C)C)N